NCCC1(CCC1)CCN[C@@H]1CCC=2C=C(C(=C(C2C1)F)N1CC(NS1(=O)=O)=O)O 5-[(7R)-7-({2-[1-(2-aminoethyl)cyclobutyl]ethyl}amino)-1-fluoro-3-hydroxy-5,6,7,8-tetrahydronaphthalen-2-yl]-1λ6,2,5-thiadiazolidine-1,1,3-trione